N-(5-fluoro-2-(chloromethyl)phenyl)-4-methylbenzenesulfonamide FC=1C=CC(=C(C1)NS(=O)(=O)C1=CC=C(C=C1)C)CCl